ClC=1C(=NN(C(C1Cl)=O)CC(=O)O)C 2-(4,5-dichloro-3-methyl-6-oxopyridazin-1(6H)-yl)acetic acid